5-(4-tert-butyl-Phenyl)-pyrazoline C(C)(C)(C)C1=CC=C(C=C1)C1C=CNN1